N-(4-fluoro-2-methoxy-5-nitrophenyl)-4-(6-iodo-1-methyl-1H-indol-3-yl)pyrimidin-2-amine FC1=CC(=C(C=C1[N+](=O)[O-])NC1=NC=CC(=N1)C1=CN(C2=CC(=CC=C12)I)C)OC